(2S,4R)-1-[(2R)-2-[3-[(2R,5S)-2,5-dimethylpiperazin-1-yl]isoxazol-5-yl]-3-methyl-butanoyl]-4-hydroxy-N-[(1S)-1-[4-(4-methylthiazol-5-yl)phenyl]ethyl]pyrrolidine-2-carboxamide C[C@H]1N(C[C@@H](NC1)C)C1=NOC(=C1)[C@H](C(=O)N1[C@@H](C[C@H](C1)O)C(=O)N[C@@H](C)C1=CC=C(C=C1)C1=C(N=CS1)C)C(C)C